BrC=1C=CC(=NC1)CN1C2=NC=NC(=C2N=C1)N 9-((5-bromopyridin-2-yl)methyl)-9H-purin-6-amine